OC=1C=C(C=NC1)C=1C=C(C=C(C1)C(F)(F)F)CN1CCN(CC1)C1=CC=C(N=N1)C(=O)O 6-[4-[[3-(5-Hydroxypyridin-3-yl)-5-(trifluoromethyl)phenyl]methyl]piperazin-1-yl]pyridazine-3-carboxylic acid